ethyl L-serinate hydrogen chloride Cl.N[C@@H](CO)C(=O)OCC